2-(1-cyclopropylethyl)naphthalene C1(CC1)C(C)C1=CC2=CC=CC=C2C=C1